N-(trans-4-((4-(3-hydroxy-3-methylazetidin-1-yl)-5-(trifluoromethyl)pyrimidin-2-yl)amino)cyclohexyl)-N-(5-(2-methoxypyrimidin-5-yl)pyridin-2-yl)-2-phenoxyacetamide OC1(CN(C1)C1=NC(=NC=C1C(F)(F)F)N[C@@H]1CC[C@H](CC1)N(C(COC1=CC=CC=C1)=O)C1=NC=C(C=C1)C=1C=NC(=NC1)OC)C